N1(N=CC=C1)CCC(=O)N1C[C@H](CCC1)C1=CC(=C2C=C(NC2=C1F)C(=O)OC)C=1C=NC=CC1OC 2-Methyl (R)-6-(1-(3-(1H-pyrazol-1-yl)propanoyl)piperidin-3-yl)-7-fluoro-4-(4-methoxypyridin-3-yl)-1H-indole-2-carboxylate